IC=1C=C(C=CC1)C1=NN=C2N1C1=CC=CC=C1C(=N2)NC (3-iodophenyl)-N-methyl-[1,2,4]triazolo[4,3-a]quinazolin-5-amine